sodium phenylphosphate, disodium salt [Na+].[Na+].C1(=CC=CC=C1)OP(=O)([O-])[O-].[Na+]